C1(CCCC(=O)OCCCCCO1)=O pentylene glutarate